(2-((4-(2-(dimethylamino)ethoxy)phenyl)amino)-4-((tetrahydro-2H-pyran-4-yl)amino)-7H-pyrrolo[2,3-d]pyrimidin-5-yl)(phenyl)methanone CN(CCOC1=CC=C(C=C1)NC=1N=C(C2=C(N1)NC=C2C(=O)C2=CC=CC=C2)NC2CCOCC2)C